geddyl acrylate C(C=C)(=O)OCCCCCCCCCCCCCCCCCCCCCCCCCCCCCCCCCC